The molecule is a flavonoid oxoanion that is the conjugate base of dalpatein, obtained by deprotonation of the 7-hydroxy group. It is the major microspecies at pH 7.3 (according to Marvin v 6.2.0.). It is a conjugate base of a dalpatein. COC1=CC2=C(C=C1C3=COC4=CC(=C(C=C4C3=O)OC)[O-])OCO2